1-(5-((5-chloro-4-(1-cyclopentyl-1,2,5,6-tetrahydropyridin-3-yl)pyrimidin-2-yl)amino)pyridin-3-yl)pyrrolidin-2-one ClC=1C(=NC(=NC1)NC=1C=C(C=NC1)N1C(CCC1)=O)C=1CN(CCC1)C1CCCC1